N1CC(CCC1)C1=CC=C(N)C=C1 4-(Piperidin-3-yl)aniline